ethyl (E)-3-(5-amino-2,2-difluorobenzo[d][1,3]dioxol-4-yl)acrylate NC1=C(C2=C(OC(O2)(F)F)C=C1)/C=C/C(=O)OCC